5-amino-2-[5-(dimethylamino)pentyl]-N-[[4-(methylaminomethyl)phenyl]methyl]-N-propyl-6H-thieno[3,2-b]azepine-7-carboxamide NC=1CC(=CC2=C(N1)C=C(S2)CCCCCN(C)C)C(=O)N(CCC)CC2=CC=C(C=C2)CNC